NN.FC(C(=O)O)(F)F trifluoroacetic acid mono-hydrazine salt